methyl 4-amino-3-(isoxazol-3-ylmethylamino)benzoate NC1=C(C=C(C(=O)OC)C=C1)NCC1=NOC=C1